ethyl (R,Z)-2-(2,5-difluoro-4-(2-(((3-methylpyridin-2-yl) oxy) methyl) pyrrolidin-1-yl) benzoyl)-3-ethoxyacrylate FC1=C(C(=O)/C(/C(=O)OCC)=C/OCC)C=C(C(=C1)N1[C@H](CCC1)COC1=NC=CC=C1C)F